C1(CC1)C=1C(=NC(=NC1C=1C=NN(C1)C)N(C)C1=C(C=C(C=C1)S(=O)(=O)C1CC1)F)NC1=NNC(=C1)C 5-cyclopropyl-N2-(4-(cyclopropylsulfonyl)-2-fluorophenyl)-N2-methyl-N4-(5-methyl-1H-pyrazol-3-yl)-6-(1-methyl-1H-pyrazol-4-yl)pyrimidine-2,4-diamine